ClC=1C2=C(N=CN1)N(C=C2)[C@@H]2O[C@@H]([C@H]([C@]2(O)C#C)O)CO (2r,3r,4r,5r)-2-(4-chloro-pyrrolo[2,3-d]Pyrimidin-7-yl)-3-ethynyl-5-hydroxymethyl-tetrahydrofuran-3,4-diol